ClC1=C(C=C(C#N)C=C1)N(C=1N(N=C(C1)C1=CC=CC=C1)C)C 4-chloro-3-[methyl-(2-methyl-5-phenylpyrazol-3-yl)amino]benzonitrile